4-(2-(bis(benzyloxy)phosphoryl)ethyl)piperidin C(C1=CC=CC=C1)OP(=O)(OCC1=CC=CC=C1)CCC1CCNCC1